N-(Methyl-d3)-3-((6-(3-methylisoxazol-4-yl)-1-oxoisoquinolin-2(1H)-yl)methyl)benzamide C(NC(C1=CC(=CC=C1)CN1C(C2=CC=C(C=C2C=C1)C=1C(=NOC1)C)=O)=O)([2H])([2H])[2H]